1-(difluoro(3-methoxy-5-(trifluoromethyl)phenyl)methyl)bicyclo[1.1.1]pentane FC(C12CC(C1)C2)(C2=CC(=CC(=C2)C(F)(F)F)OC)F